1H-imidazole-1-carboxylic acid 1-(4-methoxyphenoxy)-3,3-dimethylbut-2-yl ester COC1=CC=C(OCC(C(C)(C)C)OC(=O)N2C=NC=C2)C=C1